(1R,2S,3S,4R,5S)-N-(3,4-dichlorophenyl)-5-hydroxy-3-(pyrimidin-5-yl)-7-oxaBicyclo[2.2.1]Heptane-2-carboxamide ClC=1C=C(C=CC1Cl)NC(=O)[C@@H]1[C@H]2C[C@@H]([C@@H]([C@@H]1C=1C=NC=NC1)O2)O